C(C)(=O)N(C(C1=C(C=C(C=C1)C(F)(F)F)S(=O)(=O)CC)=O)C1=C(SC(=C1)C(C(F)(F)F)(F)F)CC N-acetyl-N-[2-ethyl-5-(pentafluoroethyl)thiophen-3-yl]-2-(ethylsulfonyl)-4-(trifluoromethyl)benzamide